[N+](=[N-])=CCC(=O)C12COC(CC1)(CC2)C 3-diazo-1-(1-methyl-2-oxabicyclo[2.2.2]oct-4-yl)propan-1-one